CN(C(C=C)=O)C1=C(C(=O)OC)C=CC=C1 methyl 2-(N-methylprop-2-enamido)benzoate